OCC1CC12CCC(CC2)NC(OC(C)(C)C)=O tert-butyl (1-(hydroxymethyl)spiro[2.5]octan-6-yl)carbamate